(R)-N-(7-bromo-5-((1-(dimethylamino)propan-2-yl)oxy)quinazolin-4-yl)benzo[d]thiazol-6-amine BrC1=CC(=C2C(=NC=NC2=C1)NC1=CC2=C(N=CS2)C=C1)O[C@@H](CN(C)C)C